{2-Amino-4-[(benzo[b]thiophen-3-ylmethyl)-amino]-phenyl}-carbamic acid propyl ester C(CC)OC(NC1=C(C=C(C=C1)NCC=1C2=C(SC1)C=CC=C2)N)=O